sodium behenyl sarcosinate N(C)CC(=O)OCCCCCCCCCCCCCCCCCCCCCC.[Na]